C(C)(=O)C=1C=CC(=C(C#N)C1)F 5-acetyl-2-fluorobenzonitrile